C=C(C)N1C(C2=CC=CC=C2CC1)=O (prop-1-en-2-yl)-3,4-dihydroisoquinolin-1(2H)-one